N-(5-(2-((4-morpholinylphenyl)amino)quinazolin-8-yl)pyridin-3-yl)acrylamide N1(CCOCC1)C1=CC=C(C=C1)NC1=NC2=C(C=CC=C2C=N1)C=1C=C(C=NC1)NC(C=C)=O